3-(((4-(4-fluorophenoxy)-2,3,5,6-tetrafluorophenoxy)methyl)thio)-5,5-dimethyl-4,5-dihydroisoxazole FC1=CC=C(OC2=C(C(=C(OCSC3=NOC(C3)(C)C)C(=C2F)F)F)F)C=C1